1-methylsulfonylpiperazine CS(=O)(=O)N1CCNCC1